tert-butyl N-[2-nitro-4-(3-pyridyl)phenyl]carbamate [N+](=O)([O-])C1=C(C=CC(=C1)C=1C=NC=CC1)NC(OC(C)(C)C)=O